(2R)-2-([1-[(2-chlorophenyl)methyl]-5-(3-methoxyphenyl)-1H-pyrazol-3-yl]methoxy)-2-methylbutanoic acid ClC1=C(C=CC=C1)CN1N=C(C=C1C1=CC(=CC=C1)OC)CO[C@@](C(=O)O)(CC)C